C(CCC)OC(=O)N1CCC(CC1)NC=1C(=NC(=NC1)Cl)C(=O)[O-] ((1-(1-butoxycarbonyl)piperidin-4-yl)amino)-2-chloropyrimidine-4-carboxylate